3-(Benzyloxy)-5-hydroxy-4-(4-(pyrimidin-5-ylamino)isoindoline-2-carbonyl)benzonitrile C(C1=CC=CC=C1)OC=1C=C(C#N)C=C(C1C(=O)N1CC2=CC=CC(=C2C1)NC=1C=NC=NC1)O